Boc octane-8-carboxylate CCCCCCCCC(=O)OC(=O)OC(C)(C)C